CC1=NC2=C(N1COCC[Si](C)(C)C)C=C(C=C2C(=O)OC)B2OC(C(O2)(C)C)(C)C methyl 2-methyl-6-(4,4,5,5-tetramethyl-1,3,2-dioxaborolan-2-yl)-1-((2-(trimethylsilyl)ethoxy)methyl)-1H-benzo[d]imidazole-4-carboxylate